5-(2-((5-(difluoromethoxy)-2-(4-methylpiperazin-1-yl)pyridin-4-yl)amino)-5-fluoropyrimidin-4-yl)-1,1-dimethyl-3-oxoisoindole-2-carboxylic acid tert-butyl ester C(C)(C)(C)OC(=O)N1C(C2=CC=C(C=C2C1=O)C1=NC(=NC=C1F)NC1=CC(=NC=C1OC(F)F)N1CCN(CC1)C)(C)C